N1N=CC(=C1)C=1C2=C(C(=NC1)NCC=1C=C(C(=O)NC=3SC=4CN(CCC4N3)C)C=CC1)CCO2 3-(((7-(1H-pyrazol-4-yl)-2,3-dihydrofuro[3,2-c]pyridin-4-yl)amino)methyl)-N-(5-methyl-4,5,6,7-tetrahydrothiazolo[5,4-c]pyridin-2-yl)benzamide